1-(6-bromo-7-fluoro-9-(1-methyl-1H-pyrazol-3-yl)-1,3,4,5-tetrahydro-2H-pyrrolo[3,2-c:4,5-c']dipyridin-2-yl)-2-hydroxyethan-1-one BrC1=C2C(=C(N=C1F)C1=NN(C=C1)C)C=1CN(CCC1N2)C(CO)=O